tert-butyl 2-oxo-8-azaspiro[4.5]dec-3-ene-8-carboxylate O=C1CC2(C=C1)CCN(CC2)C(=O)OC(C)(C)C